2-methyl-4-{[1,2,4]triazolo[1,5-a]pyridin-5-yl}benzonitrile CC1=C(C#N)C=CC(=C1)C1=CC=CC=2N1N=CN2